3-(5-((4-benzhydryl-piperazin-1-yl)methyl)-7-fluoro-1-oxoisoindolin-2-yl)piperidine-2,6-dione C(C1=CC=CC=C1)(C1=CC=CC=C1)N1CCN(CC1)CC=1C=C2CN(C(C2=C(C1)F)=O)C1C(NC(CC1)=O)=O